1-(cyclopropylmethyl)-2-oxo-2,3-dihydro-1H-thieno[2,3-b][1,4]thiazine-6-carboxylic acid C1(CC1)CN1C2=C(SCC1=O)SC(=C2)C(=O)O